3-(3-fluorophenyl)-1-isopropyl-2,4-dioxo-1,2,3,4-tetrahydropyrimidine-5-carboxamide FC=1C=C(C=CC1)N1C(N(C=C(C1=O)C(=O)N)C(C)C)=O